ClC1=NC=CC2=C1C(=NN2C(C2=CC=CC=C2)(C2=CC=CC=C2)C2=CC=CC=C2)C2=NC(=NC(=C2F)OC2CCC(CC2)C(F)(F)F)C 4-[4-chloro-1-(triphenylmethyl)-1H-pyrazolo[4,3-c]pyridin-3-yl]-5-fluoro-2-methyl-6-{[(1r,4r)-4-(trifluoromethyl)cyclohexyl]oxy}pyrimidine